2-Anilino-6-cyclohexylmethoxypurine N(C1=CC=CC=C1)C1=NC(=C2NC=NC2=N1)OCC1CCCCC1